para-methyl-aniline CC1=CC=C(N)C=C1